octyl 2-cyano-3,3-diphenylacrylate C(#N)C(C(=O)OCCCCCCCC)=C(C1=CC=CC=C1)C1=CC=CC=C1